2-amino-1H-pyrrole-5-carboxylate NC=1NC(=CC1)C(=O)[O-]